CC(=O)N[C@@H](CC1=CC(=C(C=C1)O)N=NC2=CC=C(C=C2)[As](=O)(O)O)C(=O)O The molecule is an L-tyrosine derivative having an N(alpha)-acetyl substituent and a 4-arsonophenyldiazenyl group at the 3-position of the benzene ring. It is a monoazo compound and a L-tyrosine derivative. It derives from an arsanilic acid.